4-(7-((tert-butoxycarbonyl)(3-(cyclobut-1-En-1-carboxamido)benzyl)amino)-3-isopropylpyrazolo[1,5-a]pyrimidin-5-yl)piperidine-1-carboxylic acid tert-butyl ester C(C)(C)(C)OC(=O)N1CCC(CC1)C1=NC=2N(C(=C1)N(CC1=CC(=CC=C1)NC(=O)C1=CCC1)C(=O)OC(C)(C)C)N=CC2C(C)C